1-(3-(2-((6-amino-5-(4-phenoxyphenyl)pyrimidin-4-yl)amino)ethyl)azetidin-1-yl)prop-2-yn-1-one NC1=C(C(=NC=N1)NCCC1CN(C1)C(C#C)=O)C1=CC=C(C=C1)OC1=CC=CC=C1